(1s,3s)-N,3-dimethyl-3-((7-(1-methyl-1H-pyrazol-4-yl)imidazo[1,2-c]pyrimidin-5-yl)oxy)cyclobutan-1-amine trifluoroacetate FC(C(=O)O)(F)F.CNC1CC(C1)(OC1=NC(=CC=2N1C=CN2)C=2C=NN(C2)C)C